C(C)(C)(C)OC(=O)N1[C@@H]([C@@H](C1)OC=1C=NC(=CC1)C(NC)=O)C (2R,3R)-2-methyl-3-{[6-(methylcarbamoyl)pyridin-3-yl]oxy}azetidine-1-carboxylic acid tert-butyl ester